2-(5-chloro-2,3-bis(isobutyryloxy)benzylidene-amino)-3-(4-hydroxy-phenyl)propanoic acid ClC=1C=C(C(=C(C=NC(C(=O)O)CC2=CC=C(C=C2)O)C1)OC(C(C)C)=O)OC(C(C)C)=O